C(C)C(CN([C@@H](C)C(=O)O)C)CCCC N-(2-ethylhexyl)-N-methylalanine